FC(C1=CC=C(N=N1)CC(=O)O)(F)F 2-[6-(trifluoromethyl)pyridazin-3-yl]acetic acid